[tert-butyl(dimethyl)silyl]oxypyrrolidin-2-one [Si](C)(C)(C(C)(C)C)ON1C(CCC1)=O